C(C)OC(=O)C1=NOC(=C1)C=1C=C2C(=CN(C2=CC1)CCCCC)C#N 5-(N-pentyl-3-cyanoindol-5-yl)isoxazole-3-carboxylic acid ethyl ester